C(C=C)(=O)N1[C@@H](C[C@H](CC1)N1C=NC=2C(=NC=3C(=C(C(=CC3C21)Cl)C2=CC=C(C1=CC=CC=C21)F)F)N2CC(C2)N(C)C)CC#N 2-((2S,4S)-1-acryloyl-4-(8-chloro-4-(3-(dimethylamino)azetidin-1-yl)-6-fluoro-7-(4-fluoronaphthalen-1-yl)-1H-imidazo[4,5-c]quinolin-1-yl)piperidin-2-yl)acetonitrile